BrC1=C(C=C(C=C1Cl)C1=CC(=CC=C1)C=1OC2=C(N1)C=CC=C2)C2=CC=CC=C2 2-(4'-bromo-5'-chloro-[1,1':3',1''-terphenyl]-3-yl)benzo[d]oxazole